tert-butyl (1-(4-(benzyloxy)-6-(4-cyano-3-fluorophenyl)-5-(3-hydroxy-4-methoxyphenyl)pyridin-2-yl)piperidin-4-yl)carbamate C(C1=CC=CC=C1)OC1=CC(=NC(=C1C1=CC(=C(C=C1)OC)O)C1=CC(=C(C=C1)C#N)F)N1CCC(CC1)NC(OC(C)(C)C)=O